N-cyclohexyl-2-(3-(3-(2,4-difluorophenyl)-4-oxo-3,4-dihydro-phthalazin-1-yl)phenyl)-2-methylpropanamide C1(CCCCC1)NC(C(C)(C)C1=CC(=CC=C1)C1=NN(C(C2=CC=CC=C12)=O)C1=C(C=C(C=C1)F)F)=O